C(C)(=O)C1=CC(=C(C(=O)NCC(=O)O)C=C1)C (4-acetyl-2-methylbenzoyl)glycine